ClC=1C(N(C(=CC1OCC=1C=NC=CC1)C)C1=CC(=NC=C1C)N1C(C(=CC=C1)C(C)(C)O)=O)=O 3''-chloro-3-(2-hydroxypropan-2-yl)-5',6''-dimethyl-4''-((pyridin-3-yl)methoxy)-2H,2''H-[1,2':4',1''-terpyridine]-2,2''-dione